C1(=CC=CC=C1)C=1NC(=CC1)B1OC(C(O1)(C)C)(C)C 2-Phenyl-5-(4,4,5,5-tetramethyl-1,3,2-dioxaborolan-2-yl)-1H-pyrrole